N=1N=NCC(C1)=S triazine-5-thione